(4-methylpiperazine-1-carbonyl)cyclopropanecarboxylic acid methyl ester COC(=O)C1(CC1)C(=O)N1CCN(CC1)C